FC1=CC=C(C=C1)C(N1CC(N(CC1)C1=CC(N(C=2C=CC(=NC12)C#N)C)=O)C1=CC=CC=C1)C1=CC=C(C=C1)F 8-(4-(Bis(4-fluorophenyl)methyl)-2-phenylpiperazin-1-yl)-5-methyl-6-oxo-5,6-dihydro-1,5-naphthyridine-2-carbonitrile